NC1CN(C1)C(=O)C1CC(C1)NC(=O)C1=C(C=C(C=C1)NC(=O)C=1N(C(=CN1)C1=C(C(=C(C=C1)OC)F)F)C)Cl N-[4-[[3-(3-Aminoazetidin-1-carbonyl)cyclobutyl]carbamoyl]-3-chlorophenyl]-5-(2,3-difluoro-4-methoxyphenyl)-1-methylimidazol-2-carboxamid